CC(C(=O)[O-])(C)C trimethylacetate